2,3-dihydroxy-α-cyanocinnamate OC1=C(C=C(C(=O)[O-])C#N)C=CC=C1O